N1(CCCCC1)C=O 1-piperidineformaldehyde